N-(2-Hydroxy-2-phenylethyl)-2-isopropyl-5,5-dimethylcyclohexan-1-carboxamid OC(CNC(=O)C1C(CCC(C1)(C)C)C(C)C)C1=CC=CC=C1